(biphenylyl)bis(spirobifluorenyl)amine C1(=C(C=CC=C1)N(C=1C2(C3=CC4=CC=CC=C4C3=CC1)C=CC=C1C3=CC=CC=C3C=C12)C=1C2(C3=CC4=CC=CC=C4C3=CC1)C=CC=C1C3=CC=CC=C3C=C12)C1=CC=CC=C1